(4S,5R)-5-[3-bromo-5-(trifluoromethyl)phenyl]-3-(3-isoquinolin-4-ylpropanoyl)-4-methyl-1,3-oxazolidin-2-one BrC=1C=C(C=C(C1)C(F)(F)F)[C@@H]1[C@@H](N(C(O1)=O)C(CCC1=CN=CC2=CC=CC=C12)=O)C